N-(3-(2-chloro-5-methyl-7-oxopyrido[2,3-d]pyrimidin-8(7H)-yl)phenyl)acrylamide tert-butyl-(3S,4R)-4-amino-3-fluoropiperidine-1-carboxylate C(C)(C)(C)OC(=O)N1C[C@@H]([C@@H](CC1)N)F.ClC=1N=CC2=C(N1)N(C(C=C2C)=O)C=2C=C(C=CC2)NC(C=C)=O